3-(oxetan-2-ylmethyl)-3H-imidazo[4,5-b]Pyridine-5-carbonitrile O1C(CC1)CN1C=NC=2C1=NC(=CC2)C#N